C(C)C(CN1C(=C(C(C2=C(C=C(C=C12)OC)OC)=O)OC)C1=CC=CC=C1)CCCC N-(2-ethylhexyl)-2-phenyl-3,5,7-trimethoxyquinolin-4-one